4-((4-(4-(1-(4-((5-chloro-4-((2-(dimethylphosphoryl)phenyl)Amino)pyrimidin-2-yl)amino)-3-methoxyphenyl)piperidin-4-yl)piperazin-1-yl)butyl)sulfonyl)-1-carbonylisoindoline ClC=1C(=NC(=NC1)NC1=C(C=C(C=C1)N1CCC(CC1)N1CCN(CC1)CCCCS(=O)(=O)C1=C2CNC(C2=CC=C1)=C=O)OC)NC1=C(C=CC=C1)P(=O)(C)C